3-((1s,4R)-4-acrylamidocyclohexane-1-carboxamido)-N-((S)-2-(dimethylamino)-1-phenylethyl)-6,6-dimethyl-4,6-dihydropyrrolo[3,4-c]pyrazole-5(1H)-carboxamide C(C=C)(=O)NC1CCC(CC1)C(=O)NC=1C2=C(NN1)C(N(C2)C(=O)N[C@H](CN(C)C)C2=CC=CC=C2)(C)C